C(C)(C)(C)OC(=O)N1C[C@H]([C@@H](C1)O)CN(C)C(=O)OCC1=CC=CC=C1 Trans-tert-butyl-3-((((benzyloxy)carbonyl)(methyl)amino)methyl)-4-hydroxypyrrolidine-1-carboxylate